2-(4,4,5,5-tetramethyl-1,3,2-dioxaborolan-2-yl)cyclopent-1-ene-1-carboxylate CC1(OB(OC1(C)C)C1=C(CCC1)C(=O)[O-])C